(4-(3-cyclohexyl-6-fluoro-7-methyl-2-oxoindolin-3-yl)phenyl)boronic acid C1(CCCCC1)C1(C(NC2=C(C(=CC=C12)F)C)=O)C1=CC=C(C=C1)B(O)O